CC1(CC(C1)NC=1N=CC2=C(N1)NC=C2C2=NC=1N(C=C2)N=CC1)O 1-methyl-3-((5-(pyrazolo[1,5-a]pyrimidin-5-yl)-7H-pyrrolo[2,3-d]pyrimidin-2-yl)amino)cyclobutan-1-ol